OC1(C(CCC1)OC1=NC(=NC=C1C#N)SC)C 4-((2-hydroxy-2-methylcyclopentyl)oxy)-2-(methylthio)pyrimidine-5-carbonitrile